Cl.C1CCC=2C(=CC=CC12)C#N 2,3-dihydro-1H-indene-4-carbonitrile hydrochloride